C(N)(=N)C=1C=C(SC1)CNC(=O)[C@H]1N(CC(C1)=C)C(CNC(=O)C1=CC=C(C=C1)OC1=CC=CC=C1)=O (2S)-N-[(4-Carbamimidoylthiophen-2-yl)methyl]-4-methylidene-1-{2-[(4-phenoxyphenyl)formamido]acetyl}pyrrolidine-2-carboxamide